ClC1=C2C(=NN(C2=CC=C1)S(=O)(=O)C1=CC=C(C)C=C1)N1[C@@H](CC(C1)(F)F)C(C)O 1-((S)-1-(4-chloro-1-tosyl-1H-indazol-3-yl)-4,4-difluoropyrrolidin-2-yl)ethan-1-ol